tert-butyl 3-[(1-[4-(methoxycarbonyl)phenyl]methylcyclopropyl)(methyl)carbamoyl]-4H,5H,6H,7H-pyrazolo[1,5-a]pyrazine-5-carboxylate COC(=O)C1=CC=C(C=C1)CC1(CC1)N(C(=O)C=1C=NN2C1CN(CC2)C(=O)OC(C)(C)C)C